(2s,5r)-2-(2-methoxyethyl)-5-methyl-4-(1-(quinoxalin-6-yl)ethyl)piperazine COCC[C@@H]1NC[C@H](N(C1)C(C)C=1C=C2N=CC=NC2=CC1)C